ClC=1C=CC2=C(C(NC3=C(O2)C=CC(=C3)F)=O)C1 2-Chloro-8-fluorodibenzo[b,f][1,4]oxazepin-11(10H)-one